C(C)N(C1=CC=C2C=C(C(OC2=C1)=O)C1=NN(C(C1)C1=CC=C(C=C1)C)C1=CC=C(C(=O)O)C=C1)CC 4-(3-(7-(diethylamino)-2-oxo-2H-chromen-3-yl)-5-(p-tolyl)-4,5-dihydro-1H-pyrazol-1-yl)benzoic acid